C(C)OC=1C(=NC(=NC1)N(CC1=CC=C(C=C1)OC)CC1=CC=C(C=C1)OC)OC 5-ethoxy-4-methoxy-N,N-bis[(4-methoxyphenyl)methyl]pyrimidin-2-amine